C(C)(=O)N1CC2=CC(=C(C=C2CC1)OC)NC1=NC=C(C(=N1)NC1=C(C=CC=C1)Br)C(=O)N 2-[(2-acetyl-6-methoxy-1,2,3,4-tetrahydroisoquinolin-7-yl)amino]-4-[(2-bromophenyl)amino]pyrimidine-5-carboxamide